5-((5-ethyl-2,4-dioxo-3,4-dihydropyrimidin-1(2H)-yl)methyl)-2-fluorobenzoic acid C(C)C=1C(NC(N(C1)CC=1C=CC(=C(C(=O)O)C1)F)=O)=O